CN1C(C(=CC(=C1)C(F)(F)F)NC=1N(C=2C(=NC=C(C2)OC=2C=NN3C2C(=NC=C3)NC)N1)C)=O 1-methyl-3-((1-methyl-6-((4-(methylamino)pyrazolo[1,5-a]pyrazin-3-yl)oxy)-1H-imidazo[4,5-b]pyridin-2-yl)amino)-5-(trifluoromethyl)pyridin-2(1H)-one